tricosa-2,4,6-trien-10-one CC=CC=CC=CCCC(CCCCCCCCCCCCC)=O